(2-methyloxetan-2-yl)methanol CC1(OCC1)CO